octafluoropentyl-ammonium FC(C(C(F)(F)[NH3+])(F)F)CC(F)(F)F